4-bromo-6-nitro-1-((2-(trimethylsilyl)ethoxy)methyl)-benzimidazole-2-carbonitrile BrC1=CC(=CC=2N(C(=NC21)C#N)COCC[Si](C)(C)C)[N+](=O)[O-]